OC1=CC=C2C(=C(C(OC2=C1)=O)CC1=CC=C(C=C1)C#N)C 7-hydroxy-3-(4-cyanobenzyl)-4-methyl-2H-chromen-2-one